7-(3-ethoxy-3-oxo-propyl)-6-tetrahydropyran-4-yl-pyrrolo[2,3-f]indazole-1-carboxylate C(C)OC(CCC=1C(=NC2=CC3=CNN(C3=CC21)C(=O)[O-])C2CCOCC2)=O